1-[1-[4-[1-amino-2,2,2-trifluoro-ethyl]phenyl]pyrazol-3-yl]3-[(4S)-8-chlorochroman-4-yl]urea NC(C(F)(F)F)C1=CC=C(C=C1)N1N=C(C=C1)NC(=O)N[C@H]1CCOC2=C(C=CC=C12)Cl